O1COC2=C1C=CC(=C2)NS(=O)(=O)C=2C=C(C(=O)NC1=CC(=CC=C1)OC)C=CC2 3-(N-(benzo[d][1,3]dioxol-5-yl)sulfamoyl)-N-(3-methoxyphenyl)benzamide